CC1=NC=CC(=C1)CC=O 2-(2-methylpyridin-4-yl)ethan-1-one